FC(CN1N=CC=2C1=NC(=CN2)N2C[C@H](C[C@H](C2)COC=2C(=NC=CC2)C(F)(F)F)OC(F)F)F 1-(2,2-Difluoroethyl)-6-((3S,5R)-3-(difluoromethoxy)-5-(((2-(trifluoromethyl)pyridin-3-yl)oxy)methyl)piperidin-1-yl)-1H-pyrazolo[3,4-b]pyrazine